OC=1C=C(C#N)C=CC1C1=NN=C(C=2C3C=CC(C12)CC3)N[C@H]3CN(CCC3)C 3-hydroxy-4-(4-(((R)-1-methylpiperidin-3-yl)amino)-5,8-dihydro-5,8-ethanophthalazin-1-yl)benzonitrile